3-(3-fluoro-4-(trifluoromethyl)pyridin-2-yl)-1-methyl-1-(2-(1-methyl-1H-imidazo[1,2-b]pyrazole-7-carbonyl)-2-azaspiro[3.3]heptan-6-yl)urea FC=1C(=NC=CC1C(F)(F)F)NC(N(C1CC2(CN(C2)C(=O)C2=C3N(N=C2)C=CN3C)C1)C)=O